OP(O)(=O)OP(=O)(O)O.C(CCC)C1=C(C=CC(=C1)CCCC)C(O)(C(CO)(CO)CO)C1=C(C=C(C=C1)CCCC)CCCC bis(2,4-di-butylphenyl)pentaerythritol diphosphate